6-(2,6-dichloro-4-nitrophenoxy)-2-(pyridin-3-ylmethyl)-3,4-dihydroisoquinolin ClC1=C(OC=2C=C3CCN(CC3=CC2)CC=2C=NC=CC2)C(=CC(=C1)[N+](=O)[O-])Cl